L-cysteinyl-L-tyrosyl-D-tryptophyl-L-lysyl-L-valyl-L-cysteinyl-L-threoninamide, acetate salt C(C)(=O)O.N[C@@H](CS)C(=O)N[C@@H](CC1=CC=C(C=C1)O)C(=O)N[C@H](CC1=CNC2=CC=CC=C12)C(=O)N[C@@H](CCCCN)C(=O)N[C@@H](C(C)C)C(=O)N[C@@H](CS)C(=O)N[C@@H]([C@H](O)C)C(=O)N